[Si](C)(C)(C(C)(C)C)OCCCN1C(N(C2=C1C=CC=C2)C2C(NC(CC2)=O)=O)=O 3-((tert-butyldimethylsilyl(oxy)propyl)-2-oxo-2,3-dihydro-1H-benzo[d]imidazol-1-yl)piperidine-2,6-dione